BrC1=CC(=NC=C1)C1OC2=C(C1)C=C(C=C2)C(F)(F)F 4-bromo-2-(5-(trifluoromethyl)-2,3-dihydrobenzofuran-2-yl)pyridine